(R)-1-benzyl-7-(8-ethyl-7-fluoro-3-(methoxymethoxy)naphthalen-1-yl)-8-fluoro-4-(3-hydroxy-3-methylpiperidin-1-yl)-1,6-naphthyridin-2(1H)-one thioxanthene-9-sulfonate C1=CC=CC=2SC3=CC=CC=C3C(C12)S(=O)(=O)O.C(C1=CC=CC=C1)N1C(C=C(C2=CN=C(C(=C12)F)C1=CC(=CC2=CC=C(C(=C12)CC)F)OCOC)N1C[C@](CCC1)(C)O)=O